[C@@H]1([C@H](O)[C@@H](O)[C@@H](O)[C@H](O1)CO)O[C@@H]([C@@H]([C@H](C(=O)O)O)O)[C@H](O)CO 4-O-β-D-galactopyranosylgluconic acid